tert-butyl 3-(6-(4-fluorophenyl)-4-(1-methyl-1H-pyrazol-3-yl)pyridin-3-yl)-3-hydroxyazetidine-1-carboxylate FC1=CC=C(C=C1)C1=CC(=C(C=N1)C1(CN(C1)C(=O)OC(C)(C)C)O)C1=NN(C=C1)C